C1(=CC=CC=C1)CCS(=O)(=O)NC1=C(N=CS1)C(=O)O 5-(2-phenylethylsulfonylamino)thiazole-4-carboxylic acid